O-methyl salicylate C(C=1C(O)=CC=CC1)(=O)OC